N2-tert-butyl-7-(4-methoxyphenyl)-3,4-dihydropyrrolo[1,2-a]pyrazine-2,8(1H)-dicarboxamide C(C)(C)(C)NC(=O)N1CC=2N(CC1)C=C(C2C(=O)N)C2=CC=C(C=C2)OC